NC([C@H](C[C@H]1C(NCCC1)=O)NC([C@H](CC(C)C)N1C(C(=CC=C1)NC(OC(C)(C)C)=O)=O)=O)=O tert-butyl {1-[(2S)-1-({(2S)-1-amino-1-oxo-3-[(3S)-2-oxopiperidin-3-yl]propan-2-yl}amino)-4-methyl-1-oxopentan-2-yl]-2-oxo-1,2-dihydropyridin-3-yl}carbamate